N-[(Z)-3-(3-chloro-4-cyclohexylphenyl)prop-2-enyl]-N-ethylcyclohexylamine ClC=1C=C(C=CC1C1CCCCC1)\C=C/CN(CC)C1CCCCC1